C(C1=CC=CC=C1)(=O)N[C@@H]1C[C@H](C2=CC(=C3C=C(N=CC3=C21)C2CC2)S(NCC(C)C)(=O)=O)NC(C2=CC=CC=C2)=O |r| N-[trans-(7RS,9RS)-9-benzamido-3-cyclopropyl-5-(2-methylpropylsulfamoyl)-8,9-dihydro-7H-cyclopenta[h]isoquinolin-7-yl]benzamide